C(N)(=O)C1=NC=C(C2=C1NC=1CCCCC21)C2=CCCN(C2)C(=O)OC(C)(C)C tert-butyl 5-(1-carbamoyl-6,7,8,9-tetrahydro-5H-pyrido[3,4-b]indol-4-yl)-3,6-dihydro-2H-pyridine-1-carboxylate